4-(2-Amino-2-methylpropanoyl)-N-(1-(4-((exo-6-amino-3-azabicyclo[3.1.0]hex-3-yl)methyl)cyclohexyl)-2-oxo-1,2-dihydropyrimidin-4-yl)piperazine-1-carboxamide hydrochloride Cl.NC(C(=O)N1CCN(CC1)C(=O)NC1=NC(N(C=C1)C1CCC(CC1)CN1CC2C(C2C1)N)=O)(C)C